CC1=C(C=CC(=C1)C)C1CC=2C=NN(C(C2CC1)=O)C1=NC=C(C=C1)C 6-(2,4-Dimethylphenyl)-2-(5-methylpyridin-2-yl)-5,6,7,8-tetrahydrophthalazin-1(2H)-one